C(CCCCCCCCC)(=O)OC(CSCCCCCC)CCCCCC(CCCCCC(CSCCCCCC)OC(CCCCCCCCC)=O)N(C)CCCCO 1,15-bis(Hexylthio)-8-((4-hydroxybutyl)(methyl)amino)pentadecane-2,14-diyl bis-(decanoate)